C(C1=CC=CC=C1)OCC(=O)C1=C(SC(=C1)CC(NC1=C(C=C(C=C1)C)C)=O)NC(OC(C)(C)C)=O tert-Butyl {3-[(benzyloxy)acetyl]-5-[(2,4-dimethylphenyl)carbamoyl]methylthiophen-2-yl}carbamate